FC([C@@H]1[C@](CN(CC1)C)(C)COC1=NC2=C(C(=C(C=C2C(=N1)N1C[C@@](CCC1)(O)C)F)C1=CC(=CC2=CC=C(C(=C12)CC)F)O)F)F (3R)-1-(2-(((3s,4s)-4-(difluoromethyl)-1,3-dimethylpiperidin-3-yl)methoxy)-7-((Ra)-8-ethyl-7-fluoro-3-hydroxynaphthalen-1-yl)-6,8-difluoroquinazolin-4-yl)-3-methylpiperidin-3-ol